C(CCCC)[K] n-amyl-potassium